ClC=1C=C(C=CC1F)C1=CSC2=C1C(N(C=C2)CC(=O)N2C[C@H](CC2)F)=O (S)-3-(3-chloro-4-fluorophenyl)-5-(2-(3-fluoropyrrolidin-1-yl)-2-oxoethyl)thieno[3,2-c]pyridin-4(5H)-one